N-(5-(3-(piperidine-1-carbonyl)pyrazolo[1,5-a]pyridin-7-yl)pyridin-2-yl)nicotinamide N1(CCCCC1)C(=O)C=1C=NN2C1C=CC=C2C=2C=CC(=NC2)NC(C2=CN=CC=C2)=O